C(C)(C)(C)OC(=O)N1CC2=CC=CC(=C2CC1)[C@@H](CC(=O)N1C(OC[C@@H]1CC1=CC=CC=C1)=O)CC 5-[(3R)-1-[(4S)-4-benzyl-2-oxo-1,3-oxazolidin-3-yl]-1-oxopentan-3-yl]-3,4-dihydro-1H-isoquinoline-2-carboxylic acid tert-butyl ester